(2r,4r)-1-(L-valyl)-4-hydroxy-N-(4-(4-methylthiazol-5-yl)benzyl)pyrrolidine-2-carboxamide hydrochloride Cl.N[C@@H](C(C)C)C(=O)N1[C@H](C[C@H](C1)O)C(=O)NCC1=CC=C(C=C1)C1=C(N=CS1)C